N-[9-[(2R,3R,4R,5R)-5-(azidomethyl)-4-hydroxy-3-methoxy-tetrahydrofuran-2-yl]purin-6-yl]benzamide N(=[N+]=[N-])C[C@@H]1[C@H]([C@H]([C@@H](O1)N1C2=NC=NC(=C2N=C1)NC(C1=CC=CC=C1)=O)OC)O